ClC=1C=2N(C=C(C1)[N+](=O)[O-])C=CN2 8-chloro-6-nitroimidazo[1,2-a]pyridine